N1(CC1)CCC(=O)[O-] 3-(1-aziridinyl)propionate